OCCOC1=C(C=C(C=C1)C1(C2=CC=CC=C2C=2C=CC=CC12)C1=CC(=C(C=C1)OCCO)C1CCCCC1)C1CCCCC1 9,9-Bis[4-(2-hydroxyethoxy)-3-cyclohexylphenyl]fluorene